O1C(=CC=C1)C1=NC(=NC(=C1C#N)NC1(CC1)C1=C(C=CC=C1)S(=O)(=O)C)C 4-(2-furyl)-2-methyl-6-[[1-(2-methylsulfonylphenyl)cyclopropyl]amino]pyrimidine-5-carbonitrile